DibromoChloroMethane BrC(Cl)Br